SCCCCCCSCCC[Si](OCC)(OCC)OCC (3-((6-mercaptohexyl)thio)propyl)triethoxysilane